2-Cyclopent-2-enyl-N-(2,6-dimethyl-4-morpholin-4-yl-phenyl)-acetamide C1(C=CCC1)CC(=O)NC1=C(C=C(C=C1C)N1CCOCC1)C